(R)-(-)-glycidyl p-nitrobenzenesulfonate [N+](=O)([O-])C1=CC=C(C=C1)S(=O)(=O)OC[C@H]1CO1